1,1-bis(4-hydroxyphenyl)propane 2-methoxyethyl-morpholinoacetate COCCOC(CN1CCOCC1)=O.OC1=CC=C(C=C1)C(CC)C1=CC=C(C=C1)O